COC([C@@H](C)NC(C1=C(C=CC=C1)[N+](=O)[O-])=O)=O (R)-2-(2-nitrobenzamido)propionic acid methyl ester